FC(C(=O)[O-])(F)F.C1(=CC=CC=C1)[I+]C1=CC=CC=C1 diphenyliodonium 2,2,2-trifluoroacetate